CC=1C=C(CN(C=2N=NC(=C(N2)N[C@H](C)C=2N=C3N(C=C(C=C3N3C(N(C(C3)=O)C)=O)C3CC3)C2)Cl)CC2=CC(=C(C=C2)C)C)C=CC1C (R)-1-(2-(1-((3-(bis(3,4-dimethylbenzyl)amino)-6-chloro-1,2,4-triazin-5-yl)amino)ethyl)-6-cyclopropylimidazo[1,2-a]pyridin-8-yl)-3-methylimidazolidine-2,4-dione